(3-(4-formylpyridin-3-yl)prop-2-yn-1-yl)carbamic acid tert-butyl ester C(C)(C)(C)OC(NCC#CC=1C=NC=CC1C=O)=O